ClC=1C(=C(NC=2C3=C(N=CN2)C=CC(=N3)N3CCN(CC3)C(=O)OC(C)(C)C)C=CC1OCC1CC1)F tert-butyl 4-[4-[3-chloro-4-(cyclopropylmethoxy)-2-fluoro-anilino]pyrido[3,2-d]pyrimidin-6-yl]piperazine-1-carboxylate